O1C2=C(N=CC3=C4C(C1)=COC4=CC=C3)N3C(C=C2)=NN=C3 [1,2,4]triazolo[4',3':1,6]pyrido[3,2-b]benzofuro[4,3-fg][1,4]oxazonin